NC1=NC(=CC(=N1)N1CC(CCC1)(O)C1=CN=C2N1C=CC=C2)C(C)C 1-(2-amino-6-isopropylpyrimidin-4-yl)-3-(imidazo[1,2-a]pyridin-3-yl)piperidin-3-ol